4'-tert-butyl-N-[[(4R)-4-cyclopropyl-2,5-dioxoimidazolidin-4-yl]methyl]-5-fluoro[biphenyl]-2-carboxamide C(C)(C)(C)C1=CC=C(C=C1)C=1C(=CC=C(C1)F)C(=O)NC[C@]1(NC(NC1=O)=O)C1CC1